CS(=O)(=O)OC(CC=1N=C(OC1C([2H])([2H])[2H])C1=CC=CC=C1)([2H])[2H] 2-(5-(methyl-d3)-2-phenyloxazol-4-yl)ethyl-1,1-d2 methanesulfonate